quinoline-7,8-diamine N1=CC=CC2=CC=C(C(=C12)N)N